phenylfurylmethylthiazolidine-2,4-dione C1(=CC=CC=C1)C1C(N(C(S1)=O)CC=1OC=CC1)=O